methyl (1S,3S,5R)-5-(hydroxymethyl)-2-azabicyclo[3.1.0]hexane-3-carboxylate OC[C@@]12C[C@H](N[C@H]2C1)C(=O)OC